NC=1C=CC(=C2CN(C(C12)=O)C(=O)OC(C)(C)C)C1=CN=C2N1C=CC(=C2)F tert-butyl 7-amino-4-(7-fluoroimidazo[1,2-a]pyridin-3-yl)-1-oxo-isoindoline-2-carboxylate